CC1(OC=2C=C(C=C3C2C=2C1=CC=CC2C(O3)=O)CCCCC)C 9,9-dimethyl-2-pentyl-5H,9H-isochromeno[5,4,3-cde]chromen-5-one